2-(2-(2-hexadecyl)ethoxy)ethyl-tetrahydrothiophenium chloride [Cl-].CC(CCCCCCCCCCCCCC)CCOCC[S+]1CCCC1